5-((2-(8-((3-chloro-4-fluorophenyl)amino)pyrimido[5,4-d]pyrimidin-4-yl)hydrazineylidene)methyl)benzene-1,2,3-triol Magnesium(II) sulphate S(=O)(=O)([O-])[O-].[Mg+2].ClC=1C=C(C=CC1F)NC1=NC=NC2=C1N=CN=C2NN=CC=2C=C(C(=C(C2)O)O)O